tert-Butyl 2-(3-((tert-butoxycarbonyl)(2-methoxyethyl)amino)propanamido)-3-(4-(4-methyl-1H-imidazol-1-yl)benzo[d]thiazol-2-yl)-4,5-dihydrothieno[2,3-c]pyridine-6(7H)-carboxylate C(C)(C)(C)OC(=O)N(CCC(=O)NC1=C(C2=C(CN(CC2)C(=O)OC(C)(C)C)S1)C=1SC2=C(N1)C(=CC=C2)N2C=NC(=C2)C)CCOC